N-(3-chlorophenyl)-N-(1-methyl-9-(1,2,3,6-tetrahydropyridin-4-yl)-6,7-dihydro-5H-benzo[c][1,2,3]triazolo[1,5-a]azepin-7-yl)formamide 2,2,2-trifluoroacetate FC(C(=O)O)(F)F.ClC=1C=C(C=CC1)N(C=O)C1C2=C(C=3N(CC1)N=NC3C)C=CC(=C2)C=2CCNCC2